NC1CN(CCC1)C1=CC(=C2C(=N1)N(N=C2)C)C2=C(C(=O)N(C(C)C)CC)C=CC=C2 2-[6-(3-aminopiperidin-1-yl)-1-methyl-1H-pyrazolo[3,4-b]pyridin-4-yl]-N-ethyl-N-isopropylbenzamide